5-(1-((3R,7R)-2-(3,4-dichlorobenzoyl)-3,7-dimethyl-10-oxo-1,2,3,4,7,8-hexahydropyrido[4',3':3,4]pyrazolo[1,5-a]pyrazin-9(10H)-yl)ethyl)-N-methylpicolinamide ClC=1C=C(C(=O)N2CC=3C(=NN4C3C(N(C[C@H]4C)C(C)C=4C=CC(=NC4)C(=O)NC)=O)C[C@H]2C)C=CC1Cl